Cl.C1=CC=CC2=C1CCC(CC2)N 6,7,8,9-Tetrahydro-5H-benzocyclohepten-7-ylamine Hydrochloride